N-(1-(2-(4-fluorophenyl)-6-(((1R,5S,6s)-3-(1-methyl-3-(thiazol-4-yl)-1H-pyrazole-5-carbonyl)-3-azabicyclo[3.1.0]hexan-6-yl)oxy)pyridin-4-yl)cyclobutyl)-2-methylpropane-2-sulfinamide FC1=CC=C(C=C1)C1=NC(=CC(=C1)C1(CCC1)NS(=O)C(C)(C)C)OC1[C@@H]2CN(C[C@H]12)C(=O)C1=CC(=NN1C)C=1N=CSC1